panthenol sebacate C(CCCCCCCCC(=O)O)(=O)O.OCCCNC([C@H](O)C(C)(C)CO)=O